C(C1=CC=CC=C1)C(C(=O)NC)N1C(C2=CC(=CC=C2C1)Br)=O benzyl-2-(6-bromo-1-oxo-2,3-dihydro-1H-isoindol-2-yl)-N-methylacetamide